ClC1=NC(=NC(=N1)Cl)OCCN(C1=CC(=CC=C1)C)CC (2-((4,6-dichloro-1,3,5-triazin-2-yl)oxy)ethyl)-N-ethyl-3-methylaniline